C=C[C@H](C#CC#C[C@H](\C=C/CCCCCCC)O)O (3R,8S,9Z)-1,9-Heptadecadiene-4,6-diyne-3,8-diol